(2S,4R)-4-(((6-ethoxy-6-oxohexyl)oxy)methyl)-4-fluoro-1-((4-phenoxybutanoyl)glycyl)pyrrolidine-2-carboxylic acid C(C)OC(CCCCCOC[C@]1(C[C@H](N(C1)C(CNC(CCCOC1=CC=CC=C1)=O)=O)C(=O)O)F)=O